N1(CCCC1)C1=CC(=CN=N1)N1N=CC2=CC=C(C=C12)C1(CCCC1)C#N [1-(6-pyrrolidin-1-yl-pyridazin-4-yl)indazol-6-yl]cyclopentanecarbonitrile